(-)-Hexyl (3-(5-(5-((cyclopropylmethylamino)(phenyl)methyl)-2-fluorophenylcarbamoyl)-3-(trifluoromethyl)-1H-pyrazol-1-yl)phenyl)(imino)methylcarbamate C1(CC1)CNC(C=1C=CC(=C(C1)NC(=O)C1=CC(=NN1C=1C=C(C=CC1)N(C(OCCCCCC)=O)C=N)C(F)(F)F)F)C1=CC=CC=C1